(S)-N-(sec-butyl)-5-(3-(2,2-difluoroethyl)-2-methyl-3H-imidazo[4,5-b]pyridin-5-yl)-7H-pyrrolo[2,3-d]pyrimidin-2-amine [C@H](C)(CC)NC=1N=CC2=C(N1)NC=C2C2=CC=C1C(=N2)N(C(=N1)C)CC(F)F